N-(tert-butyl)-2-(6-((2-((3-chloro-5-fluorophenyl)amino)-2-oxoethyl)amino)-2-azaspiro[3.3]heptan-2-yl)acetamide C(C)(C)(C)NC(CN1CC2(C1)CC(C2)NCC(=O)NC2=CC(=CC(=C2)F)Cl)=O